N-ethyl-2,3-dimethylbutenamide C(C)NC(C(=C(C)C)C)=O